C(C)(=O)[C@@]1([C@H](N)[C@@H](O)[C@H](O)[C@H](O1)CO)NC(C[C@H](N)C(=O)O)=O N4-(acetyl-β-glucosaminyl)-asparagine